(R)-1-(4-cyano-2-methoxyphenyl)-3-(isoquinolin-4-yl)-2-oxoimidazoline-4-carbonitrile C(#N)C1=CC(=C(C=C1)N1C(N([C@H](C1)C#N)C1=CN=CC2=CC=CC=C12)=O)OC